4-(trifluoromethyl)-3H-benzo[c][1,2]oxathiole 1,1-dioxide FC(C1=CC=CC=2S(OCC21)(=O)=O)(F)F